NC1=NN(C=C1C=1C=C2C(CNC(C2=CC1F)=O)(C)C)C=1C=CC(=C(C1)NC(C=C)=O)C N-(5-(3-amino-4-(7-fluoro-4,4-dimethyl-1-oxo-1,2,3,4-tetrahydroisoquinolin-6-yl)-1H-pyrazol-1-yl)-2-methylphenyl)acrylamide